m-methylisopropenylbenzene CC1=CC(=CC=C1)C(=C)C